3-(3-cyano-6-(1-methyl-1H-pyrazol-4-yl)pyrazolo[1,5-a]pyridin-4-yl)-3-azabicyclo[3.2.1]octane-8-carboxylic acid C(#N)C=1C=NN2C1C(=CC(=C2)C=2C=NN(C2)C)N2CC1CCC(C2)C1C(=O)O